C[C@@H]1[C@H](C2=CC(=CC=C2C1)C)NC1=NC(=NC(=N1)N)C(C)F N-[(1R,2S)-2,3-dihydro-2,6-dimethyl-1H-inden-1-yl]-6-(1-fluoroethyl)-1,3,5-triazine-2,4-diamine